NC1=NC(=C(C=2C1=NN(N2)CC2=NC=CC=C2F)C2=CC=NN2C)C2=C(C#N)C=CC=C2 (4-amino-2-((3-fluoropyridin-2-yl)methyl)-7-(1-methyl-1H-pyrazol-5-yl)-2H-[1,2,3]triazolo[4,5-c]pyridin-6-yl)benzonitrile